NC=1C(NC=CC1N)=O 3,4-diaminopyridin-2(1H)-one